C1=C(C=CC2=CC=CC=C12)N1C2=CC=C(C=C2C=2C=C3C(=CC12)C=CC=C3)OB(O)O (5-(naphthalen-2-yl)-5H-benzo[b]carbazol-2-yl)boric acid